N-(Azetidin-3-yl)-5-isopropoxy-6-(1H-pyrazol-4-yl)-[1,2,4]triazolo[1,5-a]pyrazin-2-amine N1CC(C1)NC1=NN2C(C=NC(=C2OC(C)C)C=2C=NNC2)=N1